3-fluoro-4-[2-trifluoromethyl-6-[3-(trifluoromethyl)phenyl]imidazo[1,2-a]pyrazin-3-yl]phenol FC=1C=C(C=CC1C1=C(N=C2N1C=C(N=C2)C2=CC(=CC=C2)C(F)(F)F)C(F)(F)F)O